N-(2-(2-(4-(benzyloxy)phenoxy)ethoxy)ethyl)cycloheptylamine C(C1=CC=CC=C1)OC1=CC=C(OCCOCCNC2CCCCCC2)C=C1